((1R,5R)-2,6-diazabicyclo[3.2.0]heptan-2-yl)-2,2,2-trifluoroethan-1-one [C@@H]12N(CC[C@H]2NC1)C(C(F)(F)F)=O